C(C1=CC=CC=C1)C1=NN=C2N1N=C(C=C2)N2N=C(C(=C2C)CCC(=O)N2CCC(CC2)CC2=CC=CC=C2)C 3-(1-(3-benzyl-[1,2,4]triazolo[4,3-b]pyridazin-6-yl)-3,5-dimethyl-1H-pyrazol-4-yl)-1-(4-benzylpiperidin-1-yl)propan-1-one